(S)-3-(3-(2,6-dimethylbenzyl)phenyl)-3-(3-(4-hydroxy-1-methyl-2-oxo-1,2-dihydropyridin-3-yl)ureido)propanoic acid CC1=C(CC=2C=C(C=CC2)[C@H](CC(=O)O)NC(=O)NC=2C(N(C=CC2O)C)=O)C(=CC=C1)C